(2-((4-methoxybenzyl)oxy)ethyl)nonadecan-1-ol tert-butyl-4-[3-[3-[4-isopropyl-2-(6-methyl-7-oxo-1H-pyrrolo[2,3-c]pyridin-4-yl)phenoxy]phenyl]propyl]piperazine-1-carboxylate C(C)(C)(C)C1N(CCN(C1)CCCC1=CC(=CC=C1)OC1=C(C=C(C=C1)C(C)C)C=1C2=C(C(N(C1)C)=O)NC=C2)C(=O)OC(CCCCCCCCCCCCCCCCCC)CCOCC2=CC=C(C=C2)OC